(2-pyridyl)-2-thiourea N1=C(C=CC=C1)NC(=S)N